7,7'-(2,2'-dichloro-[1,1'-biphenyl]-3,3'-diyl)bis(2-(((S)-5-oxopyrrolidin-2-yl)methyl)pyrrolo[1,2-a]pyrazin-1(2H)-one) ClC1=C(C=CC=C1C=1C=C2N(C=CN(C2=O)C[C@H]2NC(CC2)=O)C1)C1=C(C(=CC=C1)C=1C=C2N(C=CN(C2=O)C[C@H]2NC(CC2)=O)C1)Cl